COC1=CC=C(C=N1)CN 1-(6-methoxy-pyridin-3-yl)-methanamine